Sodium perchlorate hydrate O.Cl(=O)(=O)(=O)[O-].[Na+]